tert-butyl (S)-3-((((2-acetyl-9-((tert-butoxycarbonyl)oxy)naphtho[2,3-b]furan-4-yl)oxy)carbonyl)amino)-2-(bis(tert-butoxycarbonyl)amino)propionate C(C)(=O)C1=CC2=C(O1)C(=C1C=CC=CC1=C2OC(=O)NC[C@@H](C(=O)OC(C)(C)C)N(C(=O)OC(C)(C)C)C(=O)OC(C)(C)C)OC(=O)OC(C)(C)C